(S)-3-aminobutyric acid hydrochloride Cl.N[C@H](CC(=O)O)C